C(C)(=O)OCC(COC(C)=O)(CCC1=CC=CC=C1)NC(C)=O 2-acetamido-2-phenethylpropane-1,3-diyl diacetate